(2R)-2-Amino-3-hydroxy-3-methyl-N-[4-(1H-pyrrolo[2,3-b]pyridin-4-yl)phenyl]butanamide N[C@@H](C(=O)NC1=CC=C(C=C1)C1=C2C(=NC=C1)NC=C2)C(C)(C)O